N-(1-methylpiperidin-4-yl)-5-(5-(2-methylpyridin-3-yl)-1H-pyrrolo[2,3-b]pyridin-3-yl)pyrazolo[1,5-a]pyridine-3-carboxamide CN1CCC(CC1)NC(=O)C=1C=NN2C1C=C(C=C2)C2=CNC1=NC=C(C=C12)C=1C(=NC=CC1)C